tert-butyl (3R,4R)-4-{[5-chloro-7-(2-methylpropyl)imidazo[4,3-f][1,2,4]triazin-2-yl]amino}-3-hydroxypiperidine-1-carboxylate ClC=1N=C(N2N=C(N=CC21)N[C@H]2[C@@H](CN(CC2)C(=O)OC(C)(C)C)O)CC(C)C